hexadecyl-cyclotetrasiloxane sodium [Na].C(CCCCCCCCCCCCCCC)[SiH]1O[SiH2]O[SiH2]O[SiH2]O1